(S)-5-((5-fluoro-2-(5-fluoro-1H-pyrrolo[2,3-b]pyridin-3-yl)pyrimidin-4-yl)amino)-5-azaspiro[2.4]heptane-6-carboxylic acid FC=1C(=NC(=NC1)C1=CNC2=NC=C(C=C21)F)NN2CC1(CC1)C[C@H]2C(=O)O